1-(4-Hydroxy-6-methyl-2-oxopyridin-1(2H)-yl)cyclopropane-1-carboxylic acid OC1=CC(N(C(=C1)C)C1(CC1)C(=O)O)=O